(2-chlorotrityl) (R)-3-benzyl-4-(((S)-1-((S)-4-(4-chlorophenyl)-3-(methylamino)butanamido)-propan-2-yl)(methyl)amino)-4-oxobutanoate C(C1=CC=CC=C1)[C@H](CC(=O)OC(C1=C(C=CC=C1)Cl)(C1=CC=CC=C1)C1=CC=CC=C1)C(=O)N(C)[C@H](CNC(C[C@H](CC1=CC=C(C=C1)Cl)NC)=O)C